FC1=C(OC=2C(=NC(=NC2)NS(=O)(=O)CC)C2=CN(C(C(=C2)C(C)C)=O)C)C=CC(=C1)F N-[5-(2,4-difluorophenoxy)-4-(1-methyl-6-oxo-5-propan-2-ylpyridin-3-yl)pyrimidin-2-yl]ethanesulfonamide